C(C)(=O)N1CC2(C1)N(C(CN(C2=O)C2=C(C=C(C=C2)Cl)F)=O)[C@H](C)C2=CC=C(C=C2)C(F)(F)F (R)-2-acetyl-8-(4-chloro-2-fluorophenyl)-5-(1-(4-(trifluoromethyl)phenyl)ethyl)-2,5,8-triazaspiro[3.5]nonane-6,9-dione